diazaboroline N1=NBCC1